C(CC)OC(C)(C)OCCC 2,2-dipropoxypropane